BrC1=NC(=CC(=C1I)N)Br 2,6-dibromo-3-iodopyridin-4-amine